8-[6-(morpholin-4-yl)pyrazin-2-yl]-2-[4-(trifluoromethyl)pyridin-2-yl]-2,8-diazaspiro[4.5]decan-1-one N1(CCOCC1)C1=CN=CC(=N1)N1CCC2(CCN(C2=O)C2=NC=CC(=C2)C(F)(F)F)CC1